(5RS)-3-[5-bromo-2-(trifluoromethyl)pyridin-4-yl]-5-(2,4-dimethylbenzyl)-5,6-dihydro-4H-1,2,4-oxadiazine BrC=1C(=CC(=NC1)C(F)(F)F)C1=NOC[C@H](N1)CC1=C(C=C(C=C1)C)C |r|